C(CCN)N 1,3-propylene-diamine